N-(3-(2-chloropyrrolo[2,1-f][1,2,4]triazin-7-yl)phenyl)methanesulfonamide ClC1=NN2C(C=N1)=CC=C2C=2C=C(C=CC2)NS(=O)(=O)C